N(=[N+]=[N-])[C@H]1C[C@@H](OC[C@@H]1OC1CCC1)C(=O)N1[C@H](C2=CC=CC=C2CC1)C1=CC=C(C=C1)F ((2R,4S,5R)-4-azido-5-cyclobutoxy-tetrahydro-2H-pyran-2-yl)((S)-1-(4-fluorophenyl)-3,4-dihydroisoquinolin-2(1H)-yl)methanone